CC1C=CCS(OC1)(=O)=O 6-methyl-6,7-dihydro-3H-oxathiepine 2,2-dioxide